ClC1=C(C=C2C=C(N=CC2=C1)NC(=O)C=1C=NN(C1)C1CC1)C1CCN(CC1)[C@]1(COC[C@H]1O)C N-(7-chloro-6-(1-((3S,4S)-4-hydroxy-3-methyltetrahydrofuran-3-yl)piperidin-4-yl)isoquinolin-3-yl)-1-cyclopropyl-1H-pyrazole-4-carboxamide